[NH4+].ClC1=C(OCC(=O)[O-])C=CC(=C1)Cl 2,4-Dichlorophenoxyacetic acid, ammonium salt